(R)-N-((R)-1-(3,5-difluorophenyl)ethyl)-2-methylpropane-2-sulfinamide FC=1C=C(C=C(C1)F)[C@@H](C)N[S@](=O)C(C)(C)C